C(C1=CC=CC=C1)NC(C)(C)C benzyl-tert-butyl-amine